(R)-N-(4-([1,2,4]triazolo[1,5-a]pyridin-7-yloxy)-2,5-difluorophenyl)-6,6a,7,8,9,10-hexahydropyrazino[1,2-d]pyrimido[5',4':4,5]pyrido[3,2-b][1,4]oxazin-4-amine N=1C=NN2C1C=C(C=C2)OC2=CC(=C(C=C2F)NC2=NC=NC1=C2C=2OC[C@@H]3N(C2N=C1)CCNC3)F